ClC=1SC=C(N1)C(C(=O)O)(C1=CC=CC=C1)F 2-(2-chloro-1,3-thiazol-4-yl)-2-fluoro-2-phenyl-acetic acid